(S)-6-isopropyl-2-methoxy-3-(3-methoxypropoxy)-9-(3-methyl-1,2,4-oxadiazol-5-yl)-5,6-dihydro-10H-pyrido[1,2-h][1,7]naphthyridin-10-one C(C)(C)[C@@H]1CC=2C=C(C(=NC2C=2N1C=C(C(C2)=O)C2=NC(=NO2)C)OC)OCCCOC